C(C)(C)(C)OC(=O)N[C@H](C(=O)O)CC1=CC(NC=C1)=O (S)-2-((tert-butoxycarbonyl)amino)-3-(2-oxo-1,2-dihydropyridin-4-yl)propanoic acid